N-(4-((3-aminopropyl)(methyl)amino)quinolin-8-yl)-3-fluoropicolinamide hydrochloride Cl.NCCCN(C1=CC=NC2=C(C=CC=C12)NC(C1=NC=CC=C1F)=O)C